7-(diethylamino)coumarin-3-carboxylic acid C(C)N(C1=CC=C2C=C(C(OC2=C1)=O)C(=O)O)CC